acrylamidoethyl-dimethyl-octyl-ammonium bromide [Br-].C(C=C)(=O)NCC[N+](CCCCCCCC)(C)C